ClC1=C(C=NN(C1=O)C)N[C@@H]1C[C@@H](CN(C1)C)C1=CC=C(C=C1)CN1CCN(CC1)C1=CC=C2C=C(C=NC2=C1)C1C(NC(CC1)=O)=O 3-[7-[4-[[4-[(3R,5R)-5-[(5-chloro-1-methyl-6-oxo-pyridazin-4-yl)amino]-1-methyl-3-piperidyl]phenyl]methyl]piperazin-1-yl]-3-quinolyl]piperidine-2,6-dione